CS(=O)(=O)OC1CCC(CC1)C(C)(C)NC(=O)OC(C)(C)C (1r,4r)-4-(2-((tert-Butoxycarbonyl)amino)propan-2-yl)cyclohexyl methanesulfonate